6'-(2,6-diphenylpyridin-4-yl)-[1,1':2',1''-terphenyl]-4'-carbonitrile C1(=CC=CC=C1)C1=NC(=CC(=C1)C=1C=C(C=C(C1C1=CC=CC=C1)C1=CC=CC=C1)C#N)C1=CC=CC=C1